2-[3-(2-amino-4-methanesulfonyl-phenoxy)prop-1-yn-1-yl]-N-[(1R,4R)-4-{2-oxa-6-azaspiro[3.3]heptan-6-yl}cyclohexyl]-1-(2,2,2-trifluoroethyl)-1H-indol-4-amine NC1=C(OCC#CC=2N(C=3C=CC=C(C3C2)NC2CCC(CC2)N2CC3(COC3)C2)CC(F)(F)F)C=CC(=C1)S(=O)(=O)C